C(CCCCCCCCC)OC(CCCCC[Li])OCCCCCCCCCC 6,6-didecyloxyhexyllithium